[2H]C([O-])([2H])[2H].[Na+].CC=1OC(=CC1C(=O)NC1=NC(=NS1)CC(C)N1CCCCC1)C1=CC(=CC=C1)OC(F)(F)F 2-methyl-5-(3-(trifluoromethoxy)phenyl)-N-(3-(2-(piperidin-1-yl)propyl)-1,2,4-thiadiazol-5-yl)furan-3-carboxamide sodium trideuteromethoxide